[Si](C1=CC=CC=C1)(C1=CC=CC=C1)(C(C)(C)C)OCC1CN(CCC1(O)CC(=O)O)C(=O)OC(C)(C)C 2-[3-[[tert-Butyl(diphenyl)silyl]oxymethyl]-4-hydroxy-1-[(2-methylpropan-2-yl)oxycarbonyl]piperidin-4-yl]acetic acid